4-(Difluoromethoxy)-N-[1-(4-methoxyphenyl)-4-(pyridin-2-yl)-1H-imidazol-2-yl]benzamide FC(OC1=CC=C(C(=O)NC=2N(C=C(N2)C2=NC=CC=C2)C2=CC=C(C=C2)OC)C=C1)F